2-(1-hydroxy-2-nitroethyl)-5-nitrophenol OC(C[N+](=O)[O-])C1=C(C=C(C=C1)[N+](=O)[O-])O